(2-acetyl-6-bromo-4-methyl-phenyl) tetrahydropyran-4-carboxylate O1CCC(CC1)C(=O)OC1=C(C=C(C=C1Br)C)C(C)=O